COC1=C(C=C(C=C1)OC)C1=CC=C(C(=N1)N1C(C[C@@H](C1)C)(C)C)C(=O)NS(=O)(=O)C=1C(NC=CC1)=O 6-(2,5-Dimethoxyphenyl)-N-[(2-oxo-1H-pyridin-3-yl)sulfonyl]-2-[(4S)-2,2,4-trimethylpyrrolidin-1-yl]pyridin-3-carboxamid